4-(4-Methylphenyl)-4-oxobutanoic acid methyl ester COC(CCC(=O)C1=CC=C(C=C1)C)=O